5-amino-N-(2-(2,2-dimethylpyrrolidin-1-yl)ethyl)-6-methylpyridine-3-sulfonamide NC=1C=C(C=NC1C)S(=O)(=O)NCCN1C(CCC1)(C)C